N(=NC(C(=O)[O-])(C)C)C(C(=O)OCCCC)(C)C butyl 2,2'-azobis(2-methylpropionate)